(1s,4s)-4-((5-(4-fluoro-1-isopropyl-2-methyl-1H-benzo[d]imidazol-6-yl)pyrrolo[2,1-f][1,2,4]triazin-2-yl)amino)-1-methylcyclohexane-1-ol FC1=CC(=CC=2N(C(=NC21)C)C(C)C)C=2C=CN1N=C(N=CC12)NC1CCC(CC1)(O)C